tert-Butyl 4,7,8,9-tetrahydro-5H-4,8-epiminooxocino[5,4-d][1,3]thiazol-2-ylcarbamate N1=C(SC2=C1CC1COCC2N1)NC(OC(C)(C)C)=O